furo[2,3-d]oxazole O1C=NC2=C1C=CO2